1-[4-(benzylamino)-3-nitrophenyl]tetrahydropyrrole C(C1=CC=CC=C1)NC1=C(C=C(C=C1)N1CCCC1)[N+](=O)[O-]